NCCN1N=C(C=C1C(=O)O)Br 1-(2-Aminoethyl)-3-bromo-1H-pyrazole-5-carboxylic acid